NC(C(=O)O)CC1=NC=CC(=C1)CN=[N+]=[N-] 2-amino-3-(4-(azidomethyl)pyridin-2-yl)propionic acid